C(C)C1=CC(=C(C=C1C)C)CC Diethyl-1,3-xylene